4-methyl-3-(methylsulfonyl)-N-((2-(6-(2-((2,2,2-trifluoroethyl)amino)ethoxy)pyridin-2-yl)-1,6-naphthyridin-7-yl)methyl)benzamide CC1=C(C=C(C(=O)NCC2=NC=C3C=CC(=NC3=C2)C2=NC(=CC=C2)OCCNCC(F)(F)F)C=C1)S(=O)(=O)C